CC(C)(COP(=O)(O)OP(=O)(O)OC[C@@H]1[C@H]([C@H]([C@@H](O1)N2C=NC3=C(N=CN=C32)N)O)OP(=O)(O)O)C(C(=O)NCCC(=O)NCCSC(=O)/C(=C/CC(=O)O)/S)O The molecule is an acyl-CoA that results from the formal condensation of the thiol group of coenzyme A with the 1-carboxy group of (2Z)-2-sulfanylpent-2-enedioic acid. It is a conjugate acid of a (2Z)-4-carboxylato-2-sulfanylbut-2-enoyl-CoA(5-). It is a tautomer of a 4-carboxy-2-thioxobutanoyl-CoA.